CCCCCCCCC/C=C\CCCCCCCC(=O)OC[C@H](COP(=O)(O)OC[C@@H](C(=O)O)N)OC(=O)CCC/C=C\C/C=C\C/C=C\C/C=C\C/C=C\CC 1-(9Z-nonadecenoyl)-2-(5Z,8Z,11Z,14Z,17Z-eicosapentaenoyl)-glycero-3-phosphoserine